n-decaneal C(CCCCCCCCC)=O